pentaerythritol tri(3-aziridinyl)propionate N1CC1C(CC(=O)OCC(CO)(CO)CO)(C1CN1)C1CN1